N-butyl-(N-pentyl)aminoethanol C(CCC)N(CCCCC)C(C)O